CC1=C(C=CC(=O)NC(=N)N)C=CC=C1 2-Methylcinnamoylguanidin